[N-](S(=O)(=O)C(F)(F)F)S(=O)(=O)C(F)(F)F.C[N+]1(CCCCCC1)CCCCC 1-methyl-1-pentylazepanium bis(trifluoromethanesulfonyl)imide